NC1(CCN(CC1)C=1C(=C(C2=C(N1)NN=C2C2=C(C(=NC=C2)Cl)Cl)O)Cl)C 6-(4-amino-4-methylpiperidin-1-yl)-5-chloro-3-(2,3-dichloropyridin-4-yl)-1H-pyrazolo[3,4-b]pyridin-4-ol